(1R,5S,6S)-6-({[3-(trifluoromethyl)pyridin-2-yl]oxy}methyl)-3-azabicyclo[3.1.0]hexane hydrochloride Cl.FC(C=1C(=NC=CC1)OCC1[C@H]2CNC[C@@H]12)(F)F